(3R)-3-(4-chlorophenyl)-2-[(5-chloropyridin-2-yl)methyl]-6-[2-hydroxy-1-(1H-imidazol-1-yl)propan-2-yl]-3-methoxy-2,3-dihydro-1H-isoindol-1-one ClC1=CC=C(C=C1)[C@@]1(N(C(C2=CC(=CC=C12)C(CN1C=NC=C1)(C)O)=O)CC1=NC=C(C=C1)Cl)OC